7-fluoro-3-(methoxymethyl)-8-((triisopropylsilyl)ethynyl)naphthalene FC1=CC=C2C=C(C=CC2=C1C#C[Si](C(C)C)(C(C)C)C(C)C)COC